COC=1C=C(C=CC1OC)C=1NC2=CC=C(C=C2C1C(C)C)N1CCC(CC1)C(C)(C)O 2-(1-(2-(3,4-dimethoxyphenyl)-3-isopropyl-1H-indol-5-yl)piperidin-4-yl)propan-2-ol